N(=[N+]=[N-])CC1CCN(CC1)CCNS(=O)(=O)C1=CC=C(C=C1)C1=C(C=CC=C1)C#N N-(2-(4-(azidomethyl)piperidin-1-yl)ethyl)-2'-cyano-[1,1'-biphenyl]-4-sulfonamide